chloro-5-iodopyridine-3-methanol ClC1=NC=C(C=C1CO)I